BrC1=CC(=CC=2C3=C(NC12)CCCC1=C3N=C(N=C1)N[C@@H]1CNC(CC1)(C)C)F (S)-9-bromo-N-(6,6-dimethylpiperidin-3-yl)-11-fluoro-5,6,7,8-tetrahydropyrimidino[4',5':3,4]cyclohepta[1,2-b]indol-2-amine